COC(=O)C1=CC(=C(OC2CN(C2)C(=O)OC(C)(C)C)C=C1)NS(=O)(=O)CC1=CC=CC=C1 tert-butyl 3-(4-(methoxycarbonyl)-2-((phenylmethyl)sulfonamido)phenoxy)azetidine-1-carboxylate